C1(CCC1)C=1C(=NN(C1NC(=O)NCC(C)C)C)C1CC(C1)(F)F 1-(4-cyclobutyl-3-(3,3-difluorocyclobutyl)-1-methyl-1H-pyrazol-5-yl)-3-isobutylurea